1,2,3-trihydroxyphenol OC1(C(C(=CC=C1)O)O)O